ClC1=C(C=C2C(C(=CN(C2=C1)C)C=O)=O)F 7-chloro-6-fluoro-1-methyl-4-oxo-1,4-dihydroquinoline-3-carbaldehyde